CC1(CC(C(=O)OC2=NC3=C(OC24NC2=CC=CC=C2C4)C=CC4=CC=C(C=C43)C=C)=CC=C1)C 3,3-dimethyl-9'-vinylbenzoyloxyspiro[indoline-2,3'-[3H]-naphtho[2,1-b](1,4)oxazine]